N,N,N-trimethyl-1-dodecylammonium C[N+](C)(C)CCCCCCCCCCCC